ClC1=NC(=NC=C1C#N)C1CC1 4-chloro-2-cyclopropylpyrimidine-5-carbonitrile